FC=1C=C(OC=2C=NC=3CCN(CC3C2)C2=C(C=CC=N2)C)C=CC1 6-[3-(3-fluorophenoxy)-7,8-dihydro-5H-1,6-naphthyridin-6-yl]-5-methyl-pyridine